T-butyl (4-bromo-1-fluoronaphthalen-2-yl)carbamate BrC1=CC(=C(C2=CC=CC=C12)F)NC(OC(C)(C)C)=O